O1C2(OCC1)C[C@@H]1N(CC2)S(OC1)(=O)=O (S)-tetrahydro-3H-spiro[[1,2,3]oxathiazolo[3,4-a]pyridine-5,2'-[1,3]dioxolane] 1,1-dioxide